(3s,4r)-3-amino-1-(azetidin-3-yl)-4-(2,3-dichloro-6-hydroxyphenyl)pyrrolidin-2-one N[C@@H]1C(N(C[C@H]1C1=C(C(=CC=C1O)Cl)Cl)C1CNC1)=O